O=C1NC(CCC1N1C(C2=CC=C(C=C2C1)CNC(C(C1=CC=C(C=C1)C1(CC1)C(F)(F)F)(F)F)=O)=O)=O N-((2-(2,6-dioxopiperidin-3-yl)-1-oxoisoindolin-5-yl)methyl)-2,2-difluoro-2-(4-(1-(trifluoromethyl)cyclopropyl)phenyl)acetamide